(3-chloro-propyl)-methyl-tert-butyl carbamate C(N)(OC(C(C)CCCCl)(C)C)=O